8-(2,4-dimethoxybenzyl)-7-ethyl-5-methyl-6-oxo-5,6,7,8-tetrahydropterin COC1=C(CN2C(C(N(C=3C(NC(=NC23)N)=O)C)=O)CC)C=CC(=C1)OC